3-(2-Cyclopropyl-5-(trifluoromethoxy)phenyl)-1,2,4-oxadiazole-5-carboxylic acid ethyl ester C(C)OC(=O)C1=NC(=NO1)C1=C(C=CC(=C1)OC(F)(F)F)C1CC1